C(C(=O)O)(=O)O.P(=O)(O)(O)O dihydrogenphosphate-Oxalic acid